tert-butyl (2S)-2-(cyanomethyl)-4-(7-(5-methyl-1H-indazol-4-yl)-2-(((S)-1-methylpyrrolidin-2-yl)methoxy)-7,8-dihydro-5H-pyrano[4,3-d]pyrimidin-4-yl)piperazine-1-carboxylate C(#N)C[C@@H]1N(CCN(C1)C=1C2=C(N=C(N1)OC[C@H]1N(CCC1)C)CC(OC2)C2=C1C=NNC1=CC=C2C)C(=O)OC(C)(C)C